2-[[tert-butyl(dimethyl)silyl]oxymethyl]-7-fluoro-2,3-dihydro-1H-inden-5-ol [Si](C)(C)(C(C)(C)C)OCC1CC2=C(C=C(C=C2C1)O)F